1,5-dimethyl-1-vinyl-4-hexenyl acetate (linalyl acetate) C(C)(C=C)(CCC=C(C)C)CC(=O)O.C(C)(=O)OC(CCC=C(C)C)(C=C)C